BrC1=C(C(=C(C(=C1CCCCCCCCCC)CCCCCCCCCC)I)F)CCCCCCCCCC 6-bromo-1,2,5-tridecyl-4-fluoro-3-iodobenzene